CO\N=C/CC(CC)N1N=CC(=C1)C=1C2=C(N=CN1)NC=C2 (1Z)-3-[4-(7H-pyrrolo[2,3-d]-pyrimidin-4-yl)-1H-pyrazol-1-yl]-pentanal O-methyloxime